6-(4-acetylpyrazol-1-yl)-N-(6-methoxy-1-methylindazol-7-yl)pyridine-3-sulfonamide C(C)(=O)C=1C=NN(C1)C1=CC=C(C=N1)S(=O)(=O)NC=1C(=CC=C2C=NN(C12)C)OC